FC1(CCN(CCC1)C1=NC=2CCC(CC2C=C1C(=O)OC)(C)C)F methyl 2-(4,4-difluoroazepan-1-yl)-6,6-dimethyl-5,6,7,8-tetrahydroquinoline-3-carboxylate